N[C@@H]1CC(NC1)=O (R)-4-aminopyrrolidin-2-one